3-((2-ethyloctyl)oxy)propan-1-ol C(C)C(COCCCO)CCCCCC